C[C@@H]1CC[C@H](N(C1)C(=O)OC(C)(C)C)C1=CC=C(C=C1)C=1N(N=CC1)C1OCCCC1 tert-butyl (2S,5R)-5-methyl-2-[4-(2-tetrahydropyran-2-ylpyrazol-3-yl) phenyl]piperidine-1-carboxylate